N-(beta-aminoethyl)ethanolamine NCCNCCO